2-(2-methylpropyl)-4-hydroxy-4-methyltetrahydropyran CC(CC1OCCC(C1)(C)O)C